C(CCCCCCCCCCCCCCCCCCC)(=O)O[C@@H]1[C@](O[C@H](C1)N1C2=NC(=NC(=C2N=C1)N)F)(COC(CCCCCCCCCCCCCCCCCCC)=O)C#C (2R,3S,5R)-5-(6-amino-2-fluoro-9H-purin-9-yl)-2-ethynyl-2-((icosanoyloxy)methyl)tetrahydrofuran-3-yl icosanoate